7-(isopentenyloxy)coumarin C(CC(=C)C)OC1=CC=C2C=CC(OC2=C1)=O